C(CC)N(C1=CC=C2CCCC(C2=C1C)O)CCC (7R,8S)-7-(dipropylamino)-8-methyl-tetralin-1-ol